C1OCC12COC(=NC2)N 2,6-dioxa-8-azaspiro[3.5]non-7-en-7-amine